(S)-2-amino-3-(4-(trifluoromethyl)phenyl)propionic acid N[C@H](C(=O)O)CC1=CC=C(C=C1)C(F)(F)F